3-(2-(3-fluoro-4-methylphenyl)-2H-pyrazolo[3,4-d]pyrimidin-4-yl)-N-(4-(methylthio)benzyl)tetrahydropyrimidine-1(2H)-carboxamide FC=1C=C(C=CC1C)N1N=C2N=CN=C(C2=C1)N1CN(CCC1)C(=O)NCC1=CC=C(C=C1)SC